(4-hydroxy-4-vinylcyclohexane-1,1-diyl)bis(methylene)bis(4-methylbenzenesulfonate) OC1(CCC(CC1)(CC1=C(C=CC(=C1)C)S(=O)(=O)[O-])CC1=C(C=CC(=C1)C)S(=O)(=O)[O-])C=C